ClC=1C=C(C=C(C1)S(=O)(=O)C)NC(=O)C1=CN(C(=C1)C1=NC=C(C=C1C#N)F)C N-(3-chloro-5-(methylsulfonyl)phenyl)-5-(3-cyano-5-fluoropyridin-2-yl)-1-methyl-1H-pyrrole-3-carboxamide